C=C1C=C2C(=NC=CC=C2)C=C1 7-methylenebenzo[b]azepine